N-[(2-Cyanophenyl)methyl]-N-(4-hydroxyphenyl)-3-[6-[(3S)-3-(morpholinomethyl)-3,4-dihydro-1H-isoquinoline-2-carbonyl]-1,3-benzodioxol-5-yl]-5,6,7,8-tetrahydroindolizine-1-carboxamide C(#N)C1=C(C=CC=C1)CN(C(=O)C=1C=C(N2CCCCC12)C1=CC2=C(OCO2)C=C1C(=O)N1CC2=CC=CC=C2C[C@H]1CN1CCOCC1)C1=CC=C(C=C1)O